6-chloro-4-{4-[(2-chloro-6-methylphenyl)methyl]piperazin-1-yl}-1-methyl-2-oxo-1,2-dihydro-1,5-naphthyridine-3-carbonitrile ClC=1N=C2C(=C(C(N(C2=CC1)C)=O)C#N)N1CCN(CC1)CC1=C(C=CC=C1C)Cl